N1=C(C=CC=C1)[C@H]1[C@@H](CC1)C(=O)OCC1=CC=CC=C1 trans-benzyl 2-(2-pyridyl)cyclobutanecarboxylate